NC1=C(C=C(N=N1)C1=C(C=CC=C1)O)N1CC2CCC(C1)N2C2=CC(=NC=C2)C#CCCN2CCNCC2 2-(6-amino-5-(8-(2-(4-(piperazin-1-yl)but-1-yn-1-yl)pyridin-4-yl)-3,8-diazabicyclo[3.2.1]octan-3-yl)pyridazin-3-yl)phenol